FC(C=1N=C(N(N1)CC=1SC(=CC1)C1=NOC(=N1)C(F)(F)F)N)F 5-(difluoromethyl)-2-[[5-[5-(trifluoromethyl)-1,2,4-oxadiazol-3-yl]-2-thienyl]methyl]-1,2,4-triazol-3-amine